tert-butyl (((2S*,4R*)-4-(2-carbamoyl-6-fluorophenyl)-5-chloro-2-phenyl-2,3-dihydrobenzofuran-2-yl)methyl)carbamate C(N)(=O)C1=C(C(=CC=C1)F)C1=C(C=CC2=C1C[C@](O2)(C2=CC=CC=C2)CNC(OC(C)(C)C)=O)Cl |o1:17|